BrC=1C(=NC(=NC1C1=CC=CC=C1)N)Cl 5-Bromo-4-chloro-6-phenylpyrimidin-2-amine